BrC=1C=CC(=C(NCC(C(F)(F)F)C)C1)[N+](=O)[O-] 5-bromo-2-nitro-N-(3,3,3-trifluoro-2-methylpropyl)aniline